N,N'-diphenyl-N-(trimethylsilyl)urea C1(=CC=CC=C1)N(C(=O)NC1=CC=CC=C1)[Si](C)(C)C